N-(4-(2-(4-(1H-1,2,3-triazol-1-yl)phenyl)propyl)-6-(((R)-1-hydroxy-4-methylpent-2-yl)amino)-1,3,5-triazin-2-yl)methanesulfonamide N1(N=NC=C1)C1=CC=C(C=C1)C(CC1=NC(=NC(=N1)N[C@@H](CO)CC(C)C)NS(=O)(=O)C)C